BrC=1C=CC2=C(NC(=NS2(=O)=O)Cl)C1 6-bromo-3-chloro-4H-benzo[e][1,2,4]thiadiazine 1,1-dioxide